C(#N)CC1=C2CC(CN(C2=CC=C1)C1=CC=C(C=C1)C(F)(F)F)NC(OC(C)(C)C)=O Tert-butyl (5-(cyanomethyl)-1-(4-(trifluoromethyl)phenyl)-1,2,3,4-tetrahydroquinolin-3-yl)carbamate